C1(=CC=CC=C1)P(C1=CC=CC=C1)CC1=CC(C1)CP(C1=CC=CC=C1)C1=CC=CC=C1 trans-1,3-bis(diphenylphosphinomethyl)cyclobutene